C(C)(C)(C)OC(=O)NC1=CC=C(C=C1)CCN([C@H](C(=O)OCC1=CC=CC=C1)C(C)C)C benzyl (2S)-2-[[2-(4-[[(tert-butoxy)carbonyl]amino]phenyl) ethyl](methyl)amino]-3-methylbutanoate